C(#N)C=1N(C2=C(C=CC(=C2C1)OC)F)CCNC1=CC(=NC=N1)C1=CC(=C(S1)C(=O)[NH-])OCC (5-{6-[2-(2-Cyano-7-fluoro-4-methoxy-indol-1-yl)-ethylamino]-pyrimidin-4-yl}3-ethoxy-thiophen-2-carbonyl)-amid